4-difluoromethyl-2-methyl-N-(1,1,3,7-tetramethyl-4-indanyl)-5-thiazolecarboxamide FC(C=1N=C(SC1C(=O)NC1=C2C(CC(C2=C(C=C1)C)(C)C)C)C)F